methyl 3-(3-((2-(3-((6-fluoro-4-(1H-pyrazol-5-yl)-1H-indol-5-yl)oxy)phenyl)-1H-imidazol-5-yl)(hydroxy)methyl)phenyl)propanoate FC1=C(C(=C2C=CNC2=C1)C1=CC=NN1)OC=1C=C(C=CC1)C=1NC(=CN1)C(C=1C=C(C=CC1)CCC(=O)OC)O